N'-(2,4,6-trichlorophenyl)-4,6-pyrimidinediamine hydrochloride Cl.ClC1=C(C(=CC(=C1)Cl)Cl)NC1=CC(=NC=N1)N